4,4',6,6'-tetramethyl-2,2'-biphenol CC=1C=C(C(=C(C1)C)O)C=1C(=C(C=C(C1)C)C)O